2-(3-chloropropyl)-1-methylpyrrolidine hydrochloride Cl.ClCCCC1N(CCC1)C